3-bromo-5-(4-cyclopropyl-2-methoxy-3-pyridyl)-1H-pyrazolo[4,3-d]pyrimidine BrC1=NNC2=C1N=C(N=C2)C=2C(=NC=CC2C2CC2)OC